diphenyl-4-triphenylsilylphenyl-phosphin oxide C1(=CC=CC=C1)P(C1=CC=C(C=C1)[Si](C1=CC=CC=C1)(C1=CC=CC=C1)C1=CC=CC=C1)(C1=CC=CC=C1)=O